2,5-diiodo-histidine IC=1NC(=C(C[C@H](N)C(=O)O)N1)I